1,5-dimethyl-1,1,5,5-tetramethoxy-3,3-bis(p-phenoxyphenyl)-trisiloxane C[Si](O[Si](O[Si](OC)(OC)C)(C1=CC=C(C=C1)OC1=CC=CC=C1)C1=CC=C(C=C1)OC1=CC=CC=C1)(OC)OC